((1,5-bis(4-chlorophenyl)-1H-1,2,4-triazol-3-yl)methyl)-4,4-dimethylpiperidine ClC1=CC=C(C=C1)N1N=C(N=C1C1=CC=C(C=C1)Cl)CN1CCC(CC1)(C)C